N1(N=CC=C1)CCOC1=NN(C=C1NC1=NC=C(C=N1)C1=CC(=C(C=C1)Cl)O[C@H](CN1N=NN=C1)C)C1CCC(CC1)N1CCOCC1 N-(3-(2-(1H-pyrazol-1-yl)ethoxy)-1-((1r,4r)-4-morpholinocyclohexyl)-1H-pyrazol-4-yl)-5-(3-(((S)-1-(1H-tetrazol-1-yl)propan-2-yl)oxy)-4-chlorophenyl)pyrimidin-2-amine